sodium-lanthanum-zirconium oxygen (2R,3S)-2-(3-(4,5-dichloro-1H-benzo[d]imidazol-1-yl)propyl)piperidin-3-ol Hemi-Oxalate C(C(=O)[O-])(=O)[O-].ClC1=C(C=CC=2N(C=NC21)CCC[C@H]2NCCC[C@@H]2O)Cl.[O+2].[Zr+4].[La+3].[Na+].[Na+].[La+3].[Zr+4].[O+2].ClC2=C(C=CC=1N(C=NC12)CCC[C@H]1NCCC[C@@H]1O)Cl